FC(C(C)(C)O)(F)C=1C(=C(C=CC1)[C@@H](C)NC1=NC(=NC2=CC3=C(C=C12)N(C([C@]3(CCOC)OC)=O)C)C)F |&1:28| (R/S)-4-(((R)-1-(3-(1,1-difluoro-2-hydroxy-2-methylpropyl)-2-fluorophenyl)ethyl)amino)-8-methoxy-8-(2-methoxyethyl)-2,6-dimethyl-6,8-dihydro-7H-pyrrolo[2,3-g]quinazolin-7-one